FC=1C=C(C=CC1C(F)(F)F)CNCC1CCOCC1 {[3-fluoro-4-(trifluoromethyl)phenyl]methyl}[(oxan-4-yl)methyl]amine